ClC=1C(=NC(=NC1)N[C@H]1[C@@H]([C@H]2CO[C@@H](C1)O2)O)C=2C=C(C1=C(N(C(=N1)[C@H]1CN(CC1)C(=O)OC)C(C)C)C2)F methyl (R)-3-(6-(5-chloro-2-(((1R,2S,3R,5R)-2-hydroxy-6,8-dioxabicyclo[3.2.1]octan-3-yl)amino)pyrimidin-4-yl)-4-fluoro-1-isopropyl-1H-benzo[d]imidazol-2-yl)pyrrolidine-1-carboxylate